FC=1C=C(C=CC1F)C1=CN=CN1COCC[Si](C)(C)C 5-(3,4-difluorophenyl)-1-{[2-(trimethylsilyl)ethoxy]methyl}-1H-imidazole